(3R)-1-[2-[4-(2-chlorophenyl)-2-oxo-chromen-7-yl]oxypropanoyl]piperidine ClC1=C(C=CC=C1)C1=CC(OC2=CC(=CC=C12)OC(C(=O)N1CCCCC1)C)=O